CC1=NC(=CC(=C1)C=1C=C(C=CC1OC1=CC=C(C=C1)F)NS(=O)(=O)CC)C N-(3-(2,6-dimethylpyridin-4-yl)-4-(4-fluorophenoxy)phenyl)ethanesulfonamide